ClC=1C(=NC(=NC1)NC1=C(C=C(C=C1)N=S1(CCN(CC1)CC)=O)OC)C1=CNC2=CC=CC=C12 5-Chloro-4-(1H-indol-3-yl)-N-[2-methoxy-4-[(4-ethyl-1-oxo-1,4-thiazinan-1-ylidene)-amino]phenyl]pyrimidin-2-amine